O=C1C2=C(C(C=3C4=CC(=CC=C4NC13)C(=O)OCC)=O)C=CC=C2 ethyl 6,11-dioxo-6,11-dihydro-5H-benzo[b]carbazole-2-carboxylate